CN(CCNC(=O)C1=CC=CC2=CC3=CC=CC=C3N=C12)C N-(2-(dimethylamino)ethyl)acridine-4-carboxamide